tert-Butyl ((2-(((S)-4-((tert-butoxycarbonyl)(4,4-difluorocyclohexyl)amino)butan-2-yl)oxy)-4-methylphenyl)sulfonyl)-L-prolinate C(C)(C)(C)OC(=O)N(CC[C@H](C)OC1=C(C=CC(=C1)C)S(=O)(=O)N1[C@@H](CCC1)C(=O)OC(C)(C)C)C1CCC(CC1)(F)F